2-(5-chloropyridin-3-yl)-3-(4-chloropyrimidin-2-yl)-1H-indole ClC=1C=C(C=NC1)C=1NC2=CC=CC=C2C1C1=NC=CC(=N1)Cl